C(C)(=O)N1C2(CN(C2=O)[C@H](C(=O)NCC2=CC=CC=C2)[C@@H](C)O)CCC1 (2S,3R)-2-(5-acetyl-1-oxo-2,5-diazaspiro[3.4]octan-2-yl)-N-benzyl-3-hydroxybutanamide